bis(2,2-dimethyl-propyl)-dimethoxysilane CC(C[Si](OC)(OC)CC(C)(C)C)(C)C